FC(COC1=C(C=C(C(=N1)OC)NS(=O)(=O)C=1C=2CCN(C(C2C=CC1)=O)CC(F)F)F)F N-[6-(2,2-difluoroethoxy)-5-fluoro-2-methoxy-3-pyridyl]-2-(2,2-difluoroethyl)-1-keto-3,4-dihydroisoquinoline-5-sulfonamide